C(C)C=1C(NC2=CC(=CN=C2C1)CN1[C@H]2CC[C@H]2N(CC1)C=1C=NC(=CC1)C1=NN=C(N1)C)=O 3-ethyl-7-((1s,6r)-(5-(6-(5-methyl-4H-1,2,4-triazol-3-yl)pyridin-3-yl)-2,5-diazabicyclo[4.2.0]oct-2-yl)methyl)-1H-1,5-naphthyridin-2-one